BrC1=CC=C(C=C1)[S@](=NC(OC(C)(C)C)=O)(=O)CC tert-butyl (R)-N-[(4-bromophenyl)-ethyl-oxo-λ6-sulfanylidene]carbamate